6-(4-amino-1-isopropyl-pyrazolo[3,4-d]pyrimidin-3-yl)-N-(2-fluoroethyl)-1H-indole-2-carboxamide NC1=C2C(=NC=N1)N(N=C2C2=CC=C1C=C(NC1=C2)C(=O)NCCF)C(C)C